C(=CC1=CC=CC=C1)CC#N styreneacetonitrile